(R)-2-(((S)-3-(3-chloro-5-fluorophenyl)-5-(piperidin-1-yl)pentyl)(methyl)amino)-2-(4-fluoro-3-methyl-2-((1r,4R)-4-(1-methylcyclopropoxy)cyclohexyl)phenyl)acetic acid ClC=1C=C(C=C(C1)F)[C@H](CCN([C@@H](C(=O)O)C1=C(C(=C(C=C1)F)C)C1CCC(CC1)OC1(CC1)C)C)CCN1CCCCC1